FC(C1=CC=C(C=C1)C=1N=NN(C1)S(=O)(=O)C1=C(C=C(C=C1C(C)C)C(C)C)C(C)C)(F)F 4-(4-(Trifluoromethyl)phenyl)-1-((2,4,6-triisopropylphenyl)sulfonyl)-1H-1,2,3-triazole